OCC1(CCN(CC1)C(=O)OC(C)(C)C)C(=O)OC 1-(tert-butyl) 4-methyl 4-(hydroxymethyl)piperidine-1,4-dicarboxylate